OC=1C(=NC=C(C1)C1=C(C2=CC=CC=C2C=C1)C)C(=O)NCC(C(=O)O)(C)C 3-(3-Hydroxy-5-(1-methylnaphthalen-2-yl)pyridinecarboxamido)-2,2-dimethylpropionic acid